C(C)(C)(C)C(C(=O)OO)(C)C.C(C(C)C)(=O)OOOC(C)(C)C t-butylperoxy isobutyrate (t-butylperoxy isobutyrate)